methyl-3-(2-(2-iodoethoxy)ethoxy)propanoate COC(CCOCCOCCI)=O